[Cl-].C[N+](CCC[Si](OC)(OC)OC)(CCCCCCCCCCCCCCCC)C dimethylhexadecyl-[3-(trimethoxysilyl)propyl]ammonium chloride